(2-(2-(methylthio)pyrimidin-4-yl)furan-3-yl)methanol CSC1=NC=CC(=N1)C=1OC=CC1CO